6-[4-[5-[(7-bromo-4-oxo-3H-phthalazin-1-yl)-dideuterio-methyl]-2-fluoro-benzoyl]piperazin-1-yl]pyridine-3-carbonitrile BrC1=CC=C2C(NN=C(C2=C1)C(C=1C=CC(=C(C(=O)N2CCN(CC2)C2=CC=C(C=N2)C#N)C1)F)([2H])[2H])=O